BrC1=CC=C2C3=C(C=CN=C13)C(N2C2C(NC(CC2)=O)=O)=O 3-(6-bromo-2-oxopyrrolo[4,3,2-de]quinolin-1(2H)-yl)piperidine-2,6-dione